1-N'-(4-fluorophenyl)-1-N-[4-[7-(methylamino)-6-(methylcarbamoyl)quinolin-4-yl]oxyphenyl]cyclopropane-1,1-dicarboxamide FC1=CC=C(C=C1)NC(=O)C1(CC1)C(=O)NC1=CC=C(C=C1)OC1=CC=NC2=CC(=C(C=C12)C(NC)=O)NC